2-(2,5-difluorophenyl)[1,2,4]triazolo[1,5-c]quinazolin FC1=C(C=C(C=C1)F)C1=NN2C=NC=3C=CC=CC3C2=N1